(S)-quinuclidin-3-yl (6-(3,5-difluorophenyl)-2,3-dihydro-1H-inden-1-yl)carbamate FC=1C=C(C=C(C1)F)C1=CC=C2CCC(C2=C1)NC(O[C@@H]1CN2CCC1CC2)=O